N1N=CN=C1 (E)-1,2,4-triazole